1-(3-cyano-1-isopropyl-1H-indol-5-yl)-1H-pyrazole-4-carboxylic acid (2-acetoxy)ethyl ester C(C)(=O)OCCOC(=O)C=1C=NN(C1)C=1C=C2C(=CN(C2=CC1)C(C)C)C#N